(1S,4S)-4-((6-fluoro-5-(1-(2-fluoroethyl)-1H-benzo[d][1,2,3]triazol-6-yl)-4-methoxypyrrolo[2,1-f][1,2,4]triazin-2-yl-7-d)amino)-1-methylcyclohexan-1-ol FC=1C(=C2C(=NC(=NN2C1[2H])NC1CCC(CC1)(O)C)OC)C=1C=CC2=C(N(N=N2)CCF)C1